ClC=1C=C(C=CC1)N=C(NC(C1=C(C=C(C=C1)Cl)Cl)=O)SCC(=O)OCC Ethyl {[N'-(3-chlorophenyl)-N-(2,4-dichlorobenzoyl) carbamimidoyl]sulfanyl}acetate